(Z)-2-(2-bromobenzylidene)-6-hydroxybenzofuran-3(2H)-one BrC1=C(\C=C\2/OC3=C(C2=O)C=CC(=C3)O)C=CC=C1